(R)-3-(1-(6-ethoxy-5-methoxypyridin-2-yl)-2-(methylsulfonyl)ethyl)-1-ethyl-6-(4-fluorophenyl)-7-methyl-1H-imidazo[4,5-b]pyridin-2(3H)-one C(C)OC1=C(C=CC(=N1)[C@H](CS(=O)(=O)C)N1C(N(C=2C1=NC=C(C2C)C2=CC=C(C=C2)F)CC)=O)OC